7-((R)-1-methylpiperidin-3-yl)pyrido[3,4-d]pyridazin-4(3H)-one CN1C[C@@H](CCC1)C1=CC2=C(C(NN=C2)=O)C=N1